C(C=C)[C@H]1[C@H]2CCC(C1=O)N2C(=O)OCC2=CC=CC=C2 (1R,2S)-benzyl 2-allyl-3-oxo-7-azabicyclo[2.2.1]heptane-7-carboxylate